C(C)(C)C1=C(C=CC=C1)C1(CNC1)C(=O)NC=1C(=NC(=CC1)C)OCCC 3-(2-isopropylphenyl)-N-(6-methyl-2-propoxypyridin-3-yl)azetidine-3-carboxamide